N1(CCNCC1)C1=CC(=NC=N1)C1=NNC2=CN=C(C=C21)C2(CCC2)C#N 1-[3-(6-piperazin-1-ylpyrimidin-4-yl)-1H-pyrazolo[3,4-c]pyridin-5-yl]cyclobutanecarbonitrile